C1(=CC=CC=C1)N(C1=CC=CC=C1)C1=C(C=CC=C1)C(=C)C1=CC=CC=C1 1-[(N,N-diphenylamino)phenyl]-1-phenylethene